valeroyl 2-propylheptanoyl peroxide C(CC)C(C(=O)OOC(CCCC)=O)CCCCC